7-Benzyl-9,9-difluoro-3-(4-(methylsulfonyl)benzyl)-2,3,6,7,8,9-hexahydroimidazo[1,2-a]pyrido[3,4-e]pyrimidin-5(1H)-one C(C1=CC=CC=C1)N1CC=2C(N=C3N(C2C(C1)(F)F)CCN3CC3=CC=C(C=C3)S(=O)(=O)C)=O